S(C1=C(C=CC(=C1)C(C)(C)CC(C)(C)C)O)C1=C(C=CC(=C1)C(C)(C)CC(C)(C)C)O 2,2'-thiobis(4-t-octylphenol)